C(CCCCCC)OCCOCCOCCOC Triethylene Glycol Methyl Heptyl Ether